ClC1=C(C=C(C=C1)N1CC2(C3=NC(=CC=C31)C(=O)N3C(CN(CC3)C3=NC(=C(C(=O)O)C(=C3)C)C)(C)C)CCCC2)F 6-(4-(1'-(4-chloro-3-fluorophenyl)-1',2'-dihydrospiro[cyclopentane-1,3'-pyrrolo[3,2-b]pyridine]-5'-carbonyl)-3,3-dimethylpiperazin-1-yl)-2,4-dimethylnicotinic acid